tert-butyl (3S)-3-((6-((8-(Heptadecan-9-yloxy)-8-oxooctyl)(6-oxo-6-(undecyloxy)hexyl)amino)-5-hydroxyhexyl)carbamoyl)pyrrolidine-1-carboxylate CCCCCCCCC(CCCCCCCC)OC(CCCCCCCN(CC(CCCCNC(=O)[C@@H]1CN(CC1)C(=O)OC(C)(C)C)O)CCCCCC(OCCCCCCCCCCC)=O)=O